C(CCC)N1C=NC=C1 N-Butylimidazol